1-(4-cyano-3-(trifluoromethyl)phenyl)-4-fluoropiperidine-4-carboxylic acid C(#N)C1=C(C=C(C=C1)N1CCC(CC1)(C(=O)O)F)C(F)(F)F